3-((3-Chlorophenyl)amino)-2-(2-hydroxyethyl)-3-(trifluoromethyl)-3,4-dihydroisoquinolin-1(2H)-one ClC=1C=C(C=CC1)NC1(N(C(C2=CC=CC=C2C1)=O)CCO)C(F)(F)F